OC1(C(C=CC=C1)C(C1=C(C=CC=C1)O)=O)O ortho-hydroxy-2,2'-dihydroxybenzophenone